4-hexyloxyphenyl-2,4-diethoxyphenyliodonium tetrafluoroborate F[B-](F)(F)F.C(CCCCC)OC1=CC=C(C=C1)[I+]C1=C(C=C(C=C1)OCC)OCC